CN1C(N(C(NC1=O)=O)C1=CC(=C(C=C1)OC1=CC=C(C=C1)SC(F)(F)F)C)=O 1-methyl-3-[3-methyl-4-[4-[(trifluoromethyl)thio]phenoxy]phenyl]-1,3,5-triazine-2,4,6(1H,3H,5H)trione